COC(=O)C1=NN(C2=C1N(C=1C2=NC=C(C1)Br)C(C1CCOCC1)C=1N=C(OC1)C)C 6-bromo-1-methyl-4-((2-methyloxazol-4-yl)(tetrahydro-2H-pyran-4-yl)methyl)-1,4-dihydropyrazolo[3',4':4,5]pyrrolo[3,2-b]pyridine-3-carboxylic acid Methyl ester